3,4,4-trifluoro-3-(fluoromethyl)sulfolane Methyl-1-((2,6-dihydroxy-5-nitropyrimidin-4-yl)methyl)-1,2,3,4-tetrahydronaphthalene-1-carboxylate COC(=O)C1(CCCC2=CC=CC=C12)CC1=NC(=NC(=C1[N+](=O)[O-])O)O.FC1(CS(=O)(=O)CC1(F)F)CF